methyl 2-((1S,4r)-4-((S)-2-(methoxymethyl)piperazin-1-yl)cyclohexyl)-5-nitro-2H-indazole-6-carboxylate COC[C@H]1N(CCNC1)C1CCC(CC1)N1N=C2C=C(C(=CC2=C1)[N+](=O)[O-])C(=O)OC